1-(3-((3-(1H-pyrazol-4-yl)-1H-indazol-6-yl)amino)phenyl)-3-(3-(tert-butyl)-1-phenyl-1H-pyrazol-5-yl)urea N1N=CC(=C1)C1=NNC2=CC(=CC=C12)NC=1C=C(C=CC1)NC(=O)NC1=CC(=NN1C1=CC=CC=C1)C(C)(C)C